C1(=CC=CC=C1)P(C1=C(CN[C@H]2[C@@H](CCCC2)NCC2=C(C=CC=C2)P(C2=CC=CC=C2)C2=CC=CC=C2)C=CC=C1)C1=CC=CC=C1 (1R,2R)-N,N'-bis[2-(diphenylphosphino)benzyl]cyclohexane-1,2-diamine